O1CC[C@@H](C2=CC=CC=C12)NC(=O)C1=CC2=C(N=C(S2)N2CCN(CC2)C(=O)[O-])C=C1 (S)-4-(6-(chroman-4-ylcarbamoyl)benzo[d]thiazol-2-yl)piperazine-1-carboxylate